N,N-diethyl-2-methoxyethyl-N-methylamine bis(trifluoromethanesulfonimide) salt [N-](S(=O)(=O)C(F)(F)F)S(=O)(=O)C(F)(F)F.[N-](S(=O)(=O)C(F)(F)F)S(=O)(=O)C(F)(F)F.C(C)N(CCCOC)CC